CC1=CC=C(C=C1)S(=O)(=O)[O-].C(C(=C)C)(=O)OCC[N+](C)(C)C 2-(methacryloyloxy)ethyl-trimethylammonium p-toluenesulfonate